(1R,3S)-3-[5-amino-1-(2-methylprop-2-yl)pyrazol-3-yl]cyclopentyl (cyclopropylamino)methanoate C1(CC1)NC(=O)O[C@H]1C[C@H](CC1)C1=NN(C(=C1)N)C(C)(C)C